3-(1-methyl-1,2,5,6-tetrahydropyridin-3-yl)-4-((6,6,6-trifluorohexyl)oxy)-1,2,5-thiadiazole (2R,3R)-2,3-dihydroxysuccinate O[C@@H](C(=O)O)[C@H](C(=O)O)O.CN1CC(=CCC1)C1=NSN=C1OCCCCCC(F)(F)F